FC1=CC=C(S1)CC[C@@]1(CN(CC1)C(C)(C)C=1C=NC(=CC1)C)[C@H](C)NC(=O)NC1=CC=CC=C1 |o1:8| 1-((S)-1-((R or S)-3-(2-(5-fluoro-thiophen-2-yl)ethyl)-1-(2-(6-methylpyridin-3-yl)propan-2-yl)pyrrolidin-3-yl)ethyl)-3-phenylurea